ClC=1C=C(C=CC1C(=O)N1CCN(CC1)C(=O)C1CCNCC1)NC(=O)C=1N(C(=CN1)C=1C(=NN(C1)C1CC2(CC2)C1)C(F)(F)F)C N-[3-chloro-4-[4-(piperidine-4-carbonyl)piperazine-1-carbonyl]phenyl]-1-methyl-5-[1-spiro[2.3]hexan-5-yl-3-(trifluoromethyl)pyrazol-4-yl]imidazole-2-carboxamide